COC(C1CCN(CC1)C1=CC(=C(C=C1)F)B1OC(C(O1)(C)C)(C)C)OC 4-(dimethoxymethyl)-1-[4-fluoro-3-(4,4,5,5-tetramethyl-1,3,2-dioxaborolan-2-yl)phenyl]piperidine